ClC1=CNC2=NC=CC(=C21)OC2=CC(=C(C=C2)NC(=O)NC2=CC(=NN2C2=CC=CC=C2)C2(CC2)C(F)(F)F)F 1-(4-((3-chloro-1H-pyrrolo[2,3-b]pyridin-4-yl)oxy)-2-fluorophenyl)-3-(1-phenyl-3-(1-(trifluoromethyl)cyclopropyl)-1H-pyrazol-5-yl)urea